benzyl ((S)-1,5-bis(bis(2-(((2S,3S,4S,5S,6R)-3,4,5-trihydroxy-6-(hydroxymethyl)tetrahydro-2H-pyran-2-yl)oxy)ethyl)amino)-1,5-dioxopentan-2-yl)carbamate O[C@@H]1[C@H](O[C@@H]([C@H]([C@@H]1O)O)CO)OCCN(C([C@H](CCC(=O)N(CCOC1OC(C(C(C1O)O)O)CO)CCO[C@H]1O[C@@H]([C@H]([C@@H]([C@@H]1O)O)O)CO)NC(OCC1=CC=CC=C1)=O)=O)CCO[C@H]1O[C@@H]([C@H]([C@@H]([C@@H]1O)O)O)CO